C(CCCCCCCCCCCCCCC)(=O)CCCCCCCCCCCCCCCC[NH-] N-(hexadecanoyl)hexadecylamide